N1(CCC1)C=1C=CC2=C([Si](C3=C(C=CC(=C3)N3CCC3)C23OC(C2=CC=CC=C32)=O)(C)C)C1 3,7-Di(azetidin-1-yl)-5,5-dimethyl-3'H,5H-spiro[dibenzo[b,e]siline-10,1'-isobenzofuran]-3'-one